(S)-1-((4-((3,4-dichlorobenzyl)oxy)benzyl)amino)-1-oxobutan-2-aminium chloride [Cl-].ClC=1C=C(COC2=CC=C(CNC([C@H](CC)[NH3+])=O)C=C2)C=CC1Cl